CCCCCCCCCCCCCCCCCCCCC(=O)OC[C@H](COP(=O)(O)OC[C@H](CO)O)OC(=O)CCCCCCCCC/C=C\CCCCCCCCCC 1-heneicosanoyl-2-(11Z-docosenoyl)-glycero-3-phospho-(1'-sn-glycerol)